FC1=CC=C2[C@@H](CCOC2=C1)[C@H](CC)S(=O)(=O)N |o1:5,11| (S*)-1-((R*)-7-fluorochroman-4-yl)propane-1-sulfonamide